OP(O)OP(O)O.C(C(C)O)O propylene glycol diphosphite